(S)-2-((6-((4-Acetyl-2-fluorobenzyl)oxy)-3',6'-dihydro-[2,4'-bipyridine]-1'(2'H)-yl)methyl)-1-(oxetan-2-ylmethyl)-1H-benzo[d]imidazole-6-carboxylic acid methyl ester COC(=O)C=1C=CC2=C(N(C(=N2)CN2CCC(=CC2)C2=NC(=CC=C2)OCC2=C(C=C(C=C2)C(C)=O)F)C[C@H]2OCC2)C1